ClC=1C(=C(C=C(C1OC1=NNC(C(=C1)C(C)C)=O)Cl)N1N=C(C(NC1=O)=O)C(=O)O)C 2-[3,5-Dichloro-4-[(5-isopropyl-6-oxo-1H-pyridazin-3-yl)oxy]-2-methyl-phenyl]-3,5-dioxo-4H-1,2,4-triazine-6-carboxylic acid